C1(=CC=C(C=C1)S(=O)(=O)C(CCCCC(CC)NC[C@@H](CS(=O)(=O)[N-]C)O)CC)C1=CC=CC=C1 (2S)-3-(8-(biphenyl-4-ylsulfonyl)dec-3-ylamino)2-hydroxy-methylpropanesulfonyl-amide